CNC(OSS)=O 1-(disulfanyl) methylcarbamate